1-(heptadecan-9-yl) 17-(heptan-3-yl) 9-(((tetrahydrofuran-3-yl)methyl)amino)heptadecanedioate O1CC(CC1)CNC(CCCCCCCC(=O)OC(CCCCCCCC)CCCCCCCC)CCCCCCCC(=O)OC(CC)CCCC